1-((3s,4r)-1-(2-methoxyethyl)-4-phenylpyrrolidin-3-yl)-3-(2-phenyl-2,4,5,6-tetrahydrocyclopenta[c]pyrazol-3-yl)urea COCCN1C[C@H]([C@@H](C1)C1=CC=CC=C1)NC(=O)NC1=C2C(=NN1C1=CC=CC=C1)CCC2